ClC=1C=C(C=CC1C(F)(F)F)SCC(=O)C1=C(C=C(C=C1)C1=NOC(=N1)C(F)(F)F)F 2-((3-chloro-4-(trifluoromethyl)phenyl)thio)-1-(2-fluoro-4-(5-(trifluoromethyl)-1,2,4-oxadiazol-3-yl)phenyl)ethan-1-one